2-(methylamino)-3-phenylbutanoic acid CNC(C(=O)O)C(C)C1=CC=CC=C1